6-((6-chloro-2-methyl-2H-indazol-5-yl)amino)-1-(3-((3-chlorobenzyl)oxy)-4,5-difluorobenzyl)-3-((1-methyl-1H-1,2,4-triazol-3-yl)methyl)-1,3,5-triazine-2,4(1H,3H)-dione ClC=1C(=CC2=CN(N=C2C1)C)NC1=NC(N(C(N1CC1=CC(=C(C(=C1)F)F)OCC1=CC(=CC=C1)Cl)=O)CC1=NN(C=N1)C)=O